tert-butyl 4-(4-cyano-2,6-dimethylbenzylamino)-6-((6-cyclopropylimidazo[1,2-a]pyridin-2-yl)methoxy)pyrimidine-2-carboxylate C(#N)C1=CC(=C(CNC2=NC(=NC(=C2)OCC=2N=C3N(C=C(C=C3)C3CC3)C2)C(=O)OC(C)(C)C)C(=C1)C)C